FC=1N=CN(C1)CCOC1=C(C=CC=C1)C=1C=C2C(=NNC2=CC1)CN(C)C 1-(5-(2-(4-fluoro-2-(1H-imidazol-1-yl)ethoxy)phenyl)-1H-indazol-3-yl)-N,N-dimethylmethanamine